1-(5-(5-azaspiro[2.4]heptan-5-yl)pyridin-2-yl)-N-(3-chloro-5-(methylsulfonamido)phenyl)-5-methyl-1H-pyrrole-3-carboxamide C1CC12CN(CC2)C=2C=CC(=NC2)N2C=C(C=C2C)C(=O)NC2=CC(=CC(=C2)NS(=O)(=O)C)Cl